FC1=CC=C(C=C1)N(C(=O)C=1C=C(C2=C(N(C=N2)C=2C=CC(=NC2)NC(OC)=O)C1)C)CCOC methyl N-[5-[6-[(4-fluorophenyl)-(2-methoxyethyl)carbamoyl]-4-methyl-benzimidazol-1-yl]-2-pyridyl]carbamate